N-(3-acetoxy-4-hydroxy-5-(4-chlorophenyl)-2-furanyl)-2-pyrrolidinone C(C)(=O)OC1=C(OC(=C1O)C1=CC=C(C=C1)Cl)N1C(CCC1)=O